[NH4+].S(=O)([O-])[O-].[NH4+] sulfite ammonium salt